C(C=C)(=O)N1CC(C(CC1)C(=O)N1CCC(CC1)N1N=CC(=C1)C=1C=C(C=2N(C1)N=CC2C#N)OC)(F)F 6-(1-(1-(1-acryloyl-3,3-difluoropiperidine-4-carbonyl)piperidin-4-yl)-1H-pyrazol-4-yl)-4-methoxypyrazolo[1,5-a]pyridine-3-carbonitrile